ethyl-4-(4'-methylphenyl)-2,2-difluoro-3-butenoate C(C)OC(C(C=CC1=CC=C(C=C1)C)(F)F)=O